di-(tert-butyl)(3,5-bis-(trifluoromethoxy)phenyl)phosphonium tetramesitylborate C1(=C(C(=CC(=C1)C)C)[B-](C1=C(C=C(C=C1C)C)C)(C1=C(C=C(C=C1C)C)C)C1=C(C=C(C=C1C)C)C)C.C(C)(C)(C)[PH+](C1=CC(=CC(=C1)OC(F)(F)F)OC(F)(F)F)C(C)(C)C